mercaptooctanoate SC(C(=O)[O-])CCCCCC